4-(2-methylquinolin-4-yl)piperazin CC1=NC2=CC=CC=C2C(=C1)N1CCNCC1